C(=[NH2+])N.C(C)(=O)[O-] acetic acid formamidinium salt